3-(benzyloxy)-2-fluorophenol C(C1=CC=CC=C1)OC=1C(=C(C=CC1)O)F